C1(CC1)N1N=C(C=C1)[C@H]1CN(C[C@H](O1)C)S(=O)(=O)C1=CC=C(C=C1)C (2R,6R)-2-(1-cyclopropylpyrazol-3-yl)-6-methyl-4-(p-tolylsulfonyl)morpholine